(S)-1-(3-(7-acetyl-4-amino-3-((2,6-difluoro-3,5-dimethoxyphenyl)ethynyl)-1H-pyrazolo[4,3-c]pyridin-1-yl)pyrrolidin-1-yl)prop-2-en-1-one C(C)(=O)C=1C2=C(C(=NC1)N)C(=NN2[C@@H]2CN(CC2)C(C=C)=O)C#CC2=C(C(=CC(=C2F)OC)OC)F